2-(2,6-Dioxopiperidin-3-yl)-4-((((1r,4r)-4-(methylamino)cyclohexyl)methyl)amino)isoindoline-1,3-dione O=C1NC(CCC1N1C(C2=CC=CC(=C2C1=O)NCC1CCC(CC1)NC)=O)=O